N-(4-chlorobenzo[d]thiazol-2-yl)acetamide ClC1=CC=CC2=C1N=C(S2)NC(C)=O